CNC1CNCC1 3-(methylamino)pyrrolidine